ClC1=C(C=CC(=C1)CC#N)C1CCN(CC1)C(=O)OC(C)(C)C tert-Butyl 4-(2-chloro-4-(cyanomethyl)phenyl)piperidine-1-carboxylate